methyl 3-(4-nitrophenoxy)cyclopentane-1-carboxylate [N+](=O)([O-])C1=CC=C(OC2CC(CC2)C(=O)OC)C=C1